FC1=C(C=CC(=N1)C(=O)NC)N1CC2CN(CC2C1)CC=1C(=C2NC(C(=NC2=CC1)C)=O)F 6-fluoro-5-(5-((5-fluoro-2-methyl-3-oxo-3,4-dihydroquinoxalin-6-yl)methyl)hexahydropyrrolo[3,4-c]pyrrol-2(1H)-yl)-N-methylpicolinamide